CN(CCCOC(=O)OCC1=C(C=CC(=C1)OCCCCCCCCCCCCCCCCCC(=O)[O-])OCCCCCCCCCCCCCCCCCC(=O)[O-])C ((2-((((3-(dimethylamino)propoxy)carbonyl)oxy)methyl)-1,4-phenylene)bis(oxy))bis(octane-8,1-diyl)bis(decanoate)